C(C)N1C2=CC(=CC=C2C=2C=C(C=CC12)CN(C(CC)=O)C)C=1N=CSC1 N-((9-ethyl-7-(thiazol-4-yl)-9H-carbazol-3-yl)methyl)-N-methylpropanamide